2-phenylphenoxyacrylate (2-phenylphenoxy acrylate) C1(=CC=CC=C1)C1=C(OC(C(=O)O)=C)C=CC=C1.C1(=CC=CC=C1)C1=C(OC(C(=O)O)=C)C=CC=C1